carbamic acid (S)-16-amino-10-benzyl-6,9,12,15-tetraoxo-3-oxa-5,8,11,14-tetraazahexadecyl ester NCC(NCC(N[C@H](C(NCC(NCOCCOC(N)=O)=O)=O)CC1=CC=CC=C1)=O)=O